C(#N)C1=C(C=C(C=C1F)C(C)N[S@](=O)C(C)(C)C)F (R)-N-(1-(4-cyano-3,5-difluorophenyl)ethyl)-2-methylpropane-2-sulfinamide